6-(2-(methoxycarbonyl)phenyl)-5-nitronicotinic acid COC(=O)C1=C(C=CC=C1)C1=NC=C(C(=O)O)C=C1[N+](=O)[O-]